C1C(CCC2CC(CCC12)=O)=O Decahydronaphthalene-2,6-dione